C(C(C)(C)C)N([C@@H](C)C(=O)O)P(=O)(C)OC1=C(C(=CC(=C1)CCCCC)O)C1CCCC(=C1)C.BrC1=CC=C(C=C1)C1=CN=CO1 5-(4-bromophenyl)oxazole neopentyl-(((6-hydroxy-5'-methyl-4-pentyl-1',2',3',4'-tetrahydro-[1,1'-biphenyl]-2-yl)oxy)(methyl)phosphoryl)-L-alaninate